O[C@@H]1C[C@H]2[C@@H]3CCC([C@@]3(C)C[C@H]([C@@H]2[C@]2(CCC(C=C12)=O)C)O)=O 6β,11α-dihydroxyandrost-4-ene-3,17-dione